tert-butyl 3-((4-(8-chloro-7-((2-methyl-1-((2-(trimethylsilyl)ethoxy)methyl)-1H-benzo[d]imidazol-6-yl)oxy)quinoxalin-2-yl)-1H-pyrazol-1-yl)methyl)morpholine-4-carboxylate ClC=1C(=CC=C2N=CC(=NC12)C=1C=NN(C1)CC1N(CCOC1)C(=O)OC(C)(C)C)OC=1C=CC2=C(N(C(=N2)C)COCC[Si](C)(C)C)C1